[Pd+2].NC1=C(C=CC=C1)C1=CC=CC=C1 (2-amino-1,1-biphenyl) palladium(II)